S1C(=CC=C1)[B] 2-Thienylboron